(R)-N-methyl-5-(3-methyl-4-((8-methyl-6-oxo-7-(trifluoromethyl)-5,6-dihydro-1,5-naphthyridin-3-yl)methyl)piperazin-1-yl)picolinamide CNC(C1=NC=C(C=C1)N1C[C@H](N(CC1)CC=1C=NC=2C(=C(C(NC2C1)=O)C(F)(F)F)C)C)=O